OC1=CC=C(C=C1)C(CC(C1=CC=C(C=C1)O)(C)C)(C1=CC=CC=C1)C1=CC=C(C=C1)O α,α-Bis(4-hydroxyphenyl)-4-(4-hydroxy-α,α-dimethylbenzyl)ethylbenzene